BrC=1C=C2C=CN(C(C2=C(C1)OC)=O)CC(F)(F)F 6-bromo-8-methoxy-2-(2,2,2-trifluoroethyl)isoquinolin-1(2H)-one